1-Benzyl-3-(4-fluorophenyl)-1H-pyrazole C(C1=CC=CC=C1)N1N=C(C=C1)C1=CC=C(C=C1)F